CN1C(=NN=C1)[C@]1(OC(C1)C)C1=CC(=CC=C1)Br |r| 4-Methyl-3-[rac-(2R)-2-(3-bromophenyl)-4-methyl-oxetan-2-yl]-1,2,4-triazole